ClC1=CC=CC=2OC3=CC=CC=C3C(C12)NC(=O)C=1C(NC(=CC1)C(F)(F)F)=O N-(1-chloro-9H-xanthen-9-yl)-2-oxo-6-(trifluoromethyl)-1,2-dihydropyridine-3-carboxamide